N-(3-(4-(ethylthio)phenyl)oxetan-3-yl)-2-methylpropane-2-sulfinamide C(C)SC1=CC=C(C=C1)C1(COC1)NS(=O)C(C)(C)C